ClC=1C(=C2C(=C(N(C2=CC1)CCCOC1=CC(=CC2=CC(=CC=C12)F)SCC1=CC=C(C=C1)OC)C(=O)OC)C#N)C=1C(=NN(C1C)C)CO Methyl 5-chloro-3-cyano-1-(3-((6-fluoro-3-((4-methoxybenzyl)thio)naphthalen-1-yl)oxy)propyl)-4-(3-(hydroxymethyl)-1,5-dimethyl-1H-pyrazol-4-yl)-1H-indole-2-carboxylate